N=1N(N=C2C1C=CC=C2)C2=C(C(=CC(=C2)C(CC(C)(C)C)(C)C)C(C)(C2=CC=CC=C2)C)O 2-(2H-benzotriazole-2-yl)-6-(1-methyl-1-phenylethyl)-4-(1,1,3,3-Tetramethylbutyl)Phenol